ClC1=C(C=CC=C1)CC(=O)NC1=CC(=CC(=C1)S(N)(=O)=O)C=1C=NN(C1)C 2-(2-chlorophenyl)-N-(3-(1-methyl-1H-pyrazol-4-yl)-5-sulfamoylphenyl)acetamide